(S)-6-(6-cyclopropylpyridin-3-yl)-3-(1-hydroxyprop-2-yl)-8-(pyridin-3-yl)pyrido[3,4-d]pyrimidin-4(3H)-one C1(CC1)C1=CC=C(C=N1)C1=CC2=C(N=CN(C2=O)[C@H](CO)C)C(=N1)C=1C=NC=CC1